(S)-4-(7-bromo-6-chloro-2,8-difluoroquinazolin-4-yl)-3-methyl-morpholine BrC1=C(C=C2C(=NC(=NC2=C1F)F)N1[C@H](COCC1)C)Cl